O=C1[C@@]2(C[C@H](N(C2)C(=O)OC(C)(C)C)C(=O)OCC)CCCN1 2-(t-butyl) 3-ethyl (3S,5R)-6-oxo-2,7-diazaspiro[4.5]decane-2,3-dicarboxylate